ClC1=CC=C(C=C1)C=1N=C2SC=CN2C1CNC1=CC2=CC=CC=C2C=C1 N-((6-(4-chlorophenyl)imidazo[2,1-b]thiazol-5-yl)methyl)naphthalen-2-amine